(S)-2-amino-N-(4-(benzylsulfanyl)-3-fluorophenyl)-3-phenylpropanamide hydrochloride Cl.N[C@H](C(=O)NC1=CC(=C(C=C1)SCC1=CC=CC=C1)F)CC1=CC=CC=C1